FC(S(=O)(=O)C=1C=C(C(=O)OC)C=C(C1)F)F methyl 3-((difluoromethyl)sulfonyl)-5-fluorobenzoate